4-(8-amino-1-(4-((4-cyclopropylpyridin-2-yl)carbamoyl)-2-fluorophenyl)imidazo[1,5-a]pyrazin-3-yl)cubane-1-carboxylic acid NC=1C=2N(C=CN1)C(=NC2C2=C(C=C(C=C2)C(NC2=NC=CC(=C2)C2CC2)=O)F)C21C3C4C5(C(C24)C1C53)C(=O)O